(R)-5-(5-chloro-1H-pyrrolo[2,3-b]pyridin-3-yl)-N-(1,1,1-trifluoropropan-2-yl)pyrazolo[1,5-a]pyridine-3-carboxamide ClC=1C=C2C(=NC1)NC=C2C2=CC=1N(C=C2)N=CC1C(=O)N[C@@H](C(F)(F)F)C